CC1(CC(=NO1)C1[C@H]2CN(C[C@@H]12)C(=O)C=1N=CN(C1)[C@@H](C)C1=C(C#N)C=CC=C1)C [(1S)-1-(4-{[(1R,5S,6S)-6-(5,5-dimethyl-4,5-dihydro-1,2-oxazol-3-yl)-3-azabicyclo[3.1.0]hex-3-yl]carbonyl}-1H-imidazol-1-yl)ethyl]benzonitrile